C(C)(C)(C)OC(=O)N1CC(C1)CN1N=CC(=C1)N 3-((4-amino-1H-pyrazol-1-yl)methyl)azetidine-1-carboxylic acid tert-butyl ester